CCCCCCCCCCCCCC=CO pentadecen-1-ol